3-bromo-5-butyl-9-(1-methylcyclopropyl)pyrido[3,2-e][1,2,4]Triazolo[4,3-a]Pyrazine BrC1=CC=2N(CC=3N(C2N=C1)C(=NN3)C3(CC3)C)CCCC